OC[C@@]12C(CC[C@H]1[C@@H]1CCC3CC(CC[C@]3(C)[C@H]1CC2)=O)=O hydroxy-androstanedione